phenyl-(2R,3R,4R,5S)-2-(hydroxymethyl)-1-((R)-2-phenylpropyl)piperidine-3,4,5-triol C1(=CC=CC=C1)[C@@]1(N(C[C@@H]([C@H]([C@@H]1O)O)O)C[C@H](C)C1=CC=CC=C1)CO